methyl 7-(allyloxy)-2-ethoxybenzo[d][1,3]dioxole-5-carboxylate C(C=C)OC1=CC(=CC2=C1OC(O2)OCC)C(=O)OC